7-bromo-2-(tert-butyl)thieno[3,2-b]pyridine-3-carboxylic acid tert-butyl ester C(C)(C)(C)OC(=O)C1=C(SC=2C1=NC=CC2Br)C(C)(C)C